C(C)(=O)OC1=CC(=CC=C1)OC(C)=O benzene-1,3-diol diacetate